N[C@@H]1C[C@@H]([C@@H]2[C@H]1OC(O2)(C)C)CO ((3aR,4R,6R,6aS)-6-amino-2,2-dimethyltetrahydro-4H-cyclopenta[d][1,3]dioxol-4-yl)methanol